[Cl-].C(CCCCCCCC)[N+]1=CC=C(C=C1)CC 1-Nonyl-4-ethylpyridinium chlorid